5-(tert-butyl)-N-(2-(difluoromethyl)-4-(3-(2-(N-methylacrylamido)ethoxy)pyridin-4-yl)benzyl)isoxazole-3-carboxamide C(C)(C)(C)C1=CC(=NO1)C(=O)NCC1=C(C=C(C=C1)C1=C(C=NC=C1)OCCN(C(C=C)=O)C)C(F)F